OC1=C(C(OC2=C(C(=CC=C12)O)O)=O)C(C)C=1C(OC2=C(C(=CC=C2C1O)O)O)=O 4,7,8-Trihydroxy-3-[1-(4,7,8-trihydroxy-2-oxochromen-3-yl)ethyl]-2H-chromen-2-one